C(#N)C=1C=C(C=CC1F)NC(=O)N1CC=2C(=NN3C2C(CC[C@@](C3)(O)CF)(F)F)C[C@H]1C |o1:22| (3R,8S*)-N-(3-Cyano-4-fluorophenyl)-11,11-difluoro-8-(fluoromethyl)-8-hydroxy-3-methyl-3,4,8,9,10,11-hexahydro-1H-pyrido[4',3':3,4]pyrazolo[1,5-a]azepine-2(7H)-carboxamide